O[C@H](C(=O)OC)C1=CC=CC=C1 methyl (S)-2-hydroxy-2-phenylacetate